3-cyclopropyl-N-{3-cyclopropyl-4-[hydroxy(2H2)methyl]phenyl}-1-(2,2-difluoroethyl)-1H-pyrazole-4-carboxamide C1(CC1)C1=NN(C=C1C(=O)NC1=CC(=C(C=C1)C([2H])([2H])O)C1CC1)CC(F)F